(2S)-N-[(1S)-1-(2-Amino-2-oxo-ethyl)-3-(5-methyl-1,3,4-oxadiazol-2-yl)prop-2-ynyl]-1-[1-[4-(trifluoromethoxy)phenyl]cyclopropanecarbonyl]pyrrolidine-2-carboxamide NC(C[C@@H](C#CC=1OC(=NN1)C)NC(=O)[C@H]1N(CCC1)C(=O)C1(CC1)C1=CC=C(C=C1)OC(F)(F)F)=O